1-beta-D-Ribofuranosyluracil [C@@H]1([C@H](O)[C@H](O)[C@H](O1)CO)N1C(=O)NC(=O)C=C1